Cl.NC1=NC=NN2C1=C(C(=C2CN2CC(NCC2)=O)COC)C=2SC1=C(C2)C=C(C=C1OC)C 4-{[4-amino-6-(methoxymethyl)-5-(7-methoxy-5-methyl-1-benzothiophen-2-yl)pyrrolo[2,1-f][1,2,4]triazin-7-yl]methyl}piperazin-2-one hydrochloride